Ethyl 2-(4-((4-(3-chloro-4-(trifluoro-methyl)phenyl)-5-oxo-4,5-dihydro-1H-1,2,4-triazol-1-yl)methyl)-2-methylphenoxy)-2-methylpropionate ClC=1C=C(C=CC1C(F)(F)F)N1C=NN(C1=O)CC1=CC(=C(OC(C(=O)OCC)(C)C)C=C1)C